C1([C@@H](O)[C@H](O)[C@H](O)[C@@H](O1)C)[C@@]1(C(O)O[C@@H]([C@H]([C@@H]1O)O[C@H]1[C@H](O)[C@@H](O)[C@@H](O)[C@H](O1)CO)CO)O 2-FucosYllactose